para-Methylphenyl 2-O-acetyl-4-O-chloroacetyl-6-deoxy-3-O-methyl-1-thio-α-L-talopyranoside C(C)(=O)O[C@H]1[C@H](SC2=CC=C(C=C2)C)O[C@H]([C@H]([C@H]1OC)OC(CCl)=O)C